ClC=1C=NN2C1N=CC(=C2C2=NOCC(N2)CC2=C(C=C(C=C2)Cl)Cl)OC2=CC(=CC=C2)C2CC2 3-[3-chloro-6-(3-cyclopropylphenoxy)pyrazolo[1,5-a]pyrimidin-7-yl]-5-[(2,4-dichlorophenyl)methyl]-5,6-dihydro-4H-1,2,4-oxadiazine